[5-(2,3-dimethyl-phenyl)-3-(2-Methoxymethoxy-ethyl)-2,4-dioxo-3,4-dihydro-2H-pyrimidin-1-yl]-acetic acid CC1=C(C=CC=C1C)C=1C(N(C(N(C1)CC(=O)O)=O)CCOCOC)=O